NC=1N=CN(C(C1C(=O)NC=1C=NC=C(C1)[C@H](C(F)F)N1C(C2=CC=CC=C2C1=O)=O)=O)C1=C(C=C(C=C1Cl)OC)Cl (R)-4-amino-1-(2,6-dichloro-4-methoxyphenyl)-N-(5-(1-(1,3-dioxoisoindolin-2-yl)-2,2-difluoroethyl)pyridin-3-yl)-6-oxo-1,6-dihydropyrimidine-5-carboxamide